C(C=C)(=O)O.C(C=C)(=O)O.C(C)O.C(C)O (diethanol) diacrylate